CC1=C(C=CC=C1)N=NC1=C(C(=CC(=C1)C)C(C)(C)C)O 2-methyl-2'-hydroxy-3'-tert-butyl-5'-methylazobenzene